COC(=O)C1=NC=NC(=C1)NC1CCN(CC1)C(C)=O 6-[(1-acetylpiperidin-4-yl)amino]Pyrimidine-4-carboxylic acid methyl ester